bis(1,2,2,6,6-pentamethyl-4-piperidinyl)-2-(4-methoxy-benzylidene)malonate CN1C(CC(CC1(C)C)OC(C(C(=O)OC1CC(N(C(C1)(C)C)C)(C)C)=CC1=CC=C(C=C1)OC)=O)(C)C